C(C)(=O)OC[C@H]1O[C@H]([C@@H](C1)OC(C)=O)N1C2=NC(=NC=C2N(C1=O)COC)N ((2S,4R,5R)-4-Acetoxy-5-(2-amino-7-(methoxymethyl)-8-oxo-7,8-dihydro-9H-purin-9-yl) tetrahydrofuran-2-yl)methyl acetate